6-((2,6-dimethyl-pyrimidin-4-yl)amino)-N-ethoxy-4-((2-methoxy-3-(1-methyl-1H-1,2,4-triazol-3-yl)phenyl)-amino)nicotinamide CC1=NC(=CC(=N1)NC1=NC=C(C(=O)NOCC)C(=C1)NC1=C(C(=CC=C1)C1=NN(C=N1)C)OC)C